FC1(CCN(CC1)C1=NC(=CC2=CN=C(C=C12)N=C(C1=CC=CC=C1)C1=CC=CC=C1)C#N)F 1-(4,4-difluoropiperidin-1-yl)-7-((diphenylmethylene)amino)-2,6-naphthyridine-3-carbonitrile